BrC1=CC=C(C=C1)C=1N=C2N(C=CC=N2)C1CN1C2CN(C(C1)CC2)C(=O)C2=C(C=CC=C2)F (5-{[2-(4-bromophenyl)imidazo[1,2-a]pyrimidin-3-yl]methyl}-2,5-diazabicyclo[2.2.2]oct-2-yl)(2-fluorophenyl)methanone